S1C(=CC=C1)C(CCC(=O)C=1SC=CC1)=O 1,4-bis(2-thienyl)-1,4-butanedione